C1=CC=CC=2C3=CC=CC=C3C(C12)COC(=O)NC(C(=O)O)CCC(=O)N 2-((((9H-fluoren-9-yl)methoxy)carbonyl)amino)-5-amino-5-oxopentanoic acid